C1(=C(C=CC=C1)NC=1C=CC=2C3(C4=CC=CC=C4C2C1)C1=CC=CC=C1C=1C=CC=CC13)C1=CC=CC=C1 N-([1,1'-biphenyl]-2-yl)-9,9'-spirobi[fluoren]-3-amine